4-(1,5-dimethylpyrazol-4-yl)-N-pentyl-quinoline-2-carboxamide CN1N=CC(=C1C)C1=CC(=NC2=CC=CC=C12)C(=O)NCCCCC